C(C)(C)(C)C1=CC(=NC=C1)C(CC[C@H]1CC(N(C1)C(=O)OC(C)(C)C)(C)C)NC1=NC(=CC=C1)S(NC(=O)C=1C(=NC2=CC(=CC=C2C1)OCCC(C)(C)C)Cl)(=O)=O tert-Butyl (4S)-4-[3-(4-tert-butyl-2-pyridyl)-3-[[6-[[2-chloro-7-(3,3-dimethylbutoxy)quinoline-3-carbonyl]sulfamoyl]-2-pyridyl]amino]propyl]-2,2-dimethyl-pyrrolidine-1-carboxylate